ClC1=CC=C(S1)CNC1=CC(=NN1)C1N(CCC1)C(CN1CCOCC1)=O 1-[2-(5-[(5-chlorothiophen-2-yl)methyl]amino-1H-pyrazol-3-yl)pyrrolidin-1-yl]-2-(morpholin-4-yl)ethan-1-one